FC=1C=2N(C=CC1)N=C(C2)[C@@H]2N(CCC1=C2N=CN1)C(=O)C1=CC=NN1C (R)-(4-(4-fluoropyrazolo[1,5-a]pyridin-2-yl)-6,7-dihydro-1H-imidazo[4,5-c]pyridin-5(4H)-yl)(1-methyl-1H-pyrazol-5-yl)methanone